2-fluoro-1,3-thiazole FC=1SC=CN1